4'-nitroformanilide [N+](=O)([O-])C1=CC=C(NC=O)C=C1